2-(4-((R)-3-methylmorpholino)-7-oxo-2-(1H-pyrazol-3-yl)-8,9-dihydro-1,3,6,9a-tetraazabenzo[cd]azulene-6(7H)-yl)propanamide C[C@@H]1COCCN1C=1C=C2C3=C(C(=NN3CCC(N2C(C(=O)N)C)=O)C2=NNC=C2)N1